3-(trimethoxysilyl)propyl-n-hexadecyldimethyl-ammonium chloride [Cl-].CO[Si](CCC[N+](C)(C)CCCCCCCCCCCCCCCC)(OC)OC